C(N)(OC(C)C1=C(N=C(O1)C1=CC(=C(C=C1)OC(F)F)OCC1CC1)CNC(C1=C(C=CC=C1)OCC)=O)=O (1-(2-(3-(cyclopropylmethoxy)-4-(difluoromethoxy) phenyl)-4-((2-ethoxybenzoylamino) methyl) oxazol-5-yl) ethyl) carbamate